FC=1C=C(C=C(C(=O)Cl)C1)C(F)(F)F 5-fluoro-3-(trifluoromethyl)benzoyl chloride